4-[(E)-3-[4-[(E)-3-(4-Carboxyphenyl)-3-oxoprop-1-enyl]phenyl]prop-2-enoyl]benzoic acid C(=O)(O)C1=CC=C(C=C1)C(/C=C/C1=CC=C(C=C1)/C=C/C(=O)C1=CC=C(C(=O)O)C=C1)=O